(2S,4S,6S)-2'-chloro-2-ethynyl-6-methyl-4',5'-dihydrospiro[piperidine-4,7'-thieno[2,3-c]pyran] ClC1=CC2=C([C@@]3(OCC2)C[C@H](N[C@H](C3)C)C#C)S1